bis(3,4-dimethylphenyl)phosphine oxide CC=1C=C(C=CC1C)P(C1=CC(=C(C=C1)C)C)=O